1-((2-bromo-6-chloro-5-(cyclopropylmethoxy)pyridin-3-yl)methyl)cyclobutylamine BrC1=NC(=C(C=C1CC1(CCC1)N)OCC1CC1)Cl